C1(CC1)C(=C(C#N)C#N)OC 2-(cyclopropyl-(methoxy)methylene)malononitrile